COC(C(CC(=O)OCC)CC)=O 3-ethylsuccinic acid 1-ethyl 4-methyl ester